2-chloro-3,4-dimethylphenyl (3S)-4-[N2-(2-benzyl-2-azaspiro[4.5]dec-8-yl)-N2,N6,N6-trimethyl-D-lysyl]-3-[(thiophen-2-ylmethyl)carbamoyl]piperazine-1-carboxylate C(C1=CC=CC=C1)N1CC2(CC1)CCC(CC2)N([C@H](CCCCN(C)C)C(=O)N2[C@@H](CN(CC2)C(=O)OC2=C(C(=C(C=C2)C)C)Cl)C(NCC=2SC=CC2)=O)C